bis-silyl sulfide [SiH3]S[SiH3]